Cl.FC(C(=O)N[C@H]1C[C@H](NCC1)C1=CC(=CC=C1)F)(F)F 2,2,2-trifluoro-N-((2S,4R)-2-(3-fluorophenyl)piperidin-4-yl)acetamide hydrochloride